ClC=1C=CC(=C(C1)C1=NN(C=C1NC(=O)C=1C=NN2C1N=CC=C2)CC(N2C(CN(CC2)C)(C)C)=O)OC(F)F N-[3-[5-chloro-2-(difluoromethoxy)phenyl]-1-[2-oxo-2-(2,2,4-trimethylpiperazin-1-yl)ethyl]-1H-pyrazol-4-yl]pyrazolo[1,5-a]pyrimidine-3-carboxamide